BrCC=1SC=C(C1)F 2-(bromomethyl)-4-fluorothiophene